bis(2,4,6-trifluorophenyl)borane FC1=C(C(=CC(=C1)F)F)BC1=C(C=C(C=C1F)F)F